C(C)(C)(C)OC(CN1CCN(CCN(CCN(CC1)C(CN1CCN(CCN(CCN(CC1)CC(OC(C)(C)C)=O)CC(OC(C)(C)C)=O)CC(=O)OC(C)(C)C)=O)C(=O)[O-])C(=O)[O-])=O 7-(2-(tert-butoxy)-2-oxoethyl)-10-(2-(4,7,10-tris(2-(tert-butoxy)-2-oxoethyl)-1,4,7,10-tetraazacyclododecane-1-yl)acetyl)-1,4,7,10-tetraazacyclododecane-1,4-dicarboxylate